4-[(7S)-2,7-dimethyl-3-(3,4,5-trifluorophenyl)-5,7-dihydro-4H-pyrazolo[3,4-c]pyridine-6-carbonyl]-3H-1,3-benzoxazol-2-one CN1N=C2[C@@H](N(CCC2=C1C1=CC(=C(C(=C1)F)F)F)C(=O)C1=CC=CC2=C1NC(O2)=O)C